6-bromo-1-(ethylsulfonyl)-5-(4-fluorophenoxy)-1H-indole BrC1=C(C=C2C=CN(C2=C1)S(=O)(=O)CC)OC1=CC=C(C=C1)F